N2-(2,6-dibenzyloxy-3-pyridyl)-4-[4-(dimethoxymethyl)-1-piperidyl]benzene-1,2-diamine C(C1=CC=CC=C1)OC1=NC(=CC=C1NC=1C(=CC=C(C1)N1CCC(CC1)C(OC)OC)N)OCC1=CC=CC=C1